CC1=C(C(=CC=C1)C)C1NC(C=2N(C(C(=C(C21)C2=C(C=CC=C2)O)C2=CC=C(C=C2)[N+](=O)[O-])=O)C2=C(C=C(C=C2C)C)C)=O (2,6-dimethylphenyl)-4-(2-hydroxyphenyl)-1-mesityl-3-(4-nitrophenyl)-5,6-dihydro-1H-pyrrolo[3,4-b]pyridine-2,7-dione